C(C=C)NC(=O)C=1C(=C2C3C(C(OC2=CC1CCCCC)(C)C)CCC(=C3)C)O N-allyl-1-hydroxy-6,6,9-trimethyl-3-pentyl-6a,7,8,10a-tetrahydro-6H-benzo[c]chromene-2-carboxamide